CNC=1C=NN(C1)C N,1-dimethyl-1H-pyrazol-4-amine